NCCOCCNC(C1=C(C=C(C=C1)NC=1C=2N(C=CN1)C(=CN2)C=2C(=NN(C2)CC(CC)O)C(F)(F)F)CC)=O N-[2-(2-aminoethoxy)ethyl]-2-ethyl-4-[[3-[1-(2-hydroxybutyl)-3-(trifluoromethyl)pyrazol-4-yl]imidazo[1,2-a]pyrazin-8-yl]amino]benzamide